1,1-dioxobenzo[b]thiophene-2-yl-methyloxycarbonyl chloride O=S1(C2=C(C=C1COC(=O)Cl)C=CC=C2)=O